CN(C1=CC=C(C=C1)C(=O)C1=C(C=CC(=C1)CCCCCCCCCCCCCCCC)O)C (4-(dimethylamino)phenyl)(5-hexadecyl-2-hydroxyphenyl)methanone